C1(CC1)CCC(C1=CC=CC=C1)(N[S@@](=O)C(C)(C)C)C=1C=CC(=C(C1)NC(=O)C1=CC(=NN1C=1C=C(CNC(OC(C)(C)C)=O)C=CC1)C(F)(F)F)F tert-butyl 3-(5-(5-((+)-3-cyclopropyl-1-((S)-1,1-dimethylethylsulfinamido)-1-phenylpropyl)-2-fluorophenylcarbamoyl)-3-(trifluoromethyl)-1H-pyrazol-1-yl)benzylcarbamate